2'-ethoxy-6-((1-methylpyrrolidin-3-yl)oxy)-2,3'-bipyridin C(C)OC1=NC=CC=C1C1=NC(=CC=C1)OC1CN(CC1)C